(±)-3-(5-chloro-2-hydroxyphenyl)-1,3-dihydro-6-phenyl-2H-indol-one ClC=1C=CC(=C(C1)[C@@H]1C(NC2=CC(=CC=C12)C1=CC=CC=C1)=O)O |r|